BrC1=C(C=CC(=C1)C(F)(F)F)CC(O)C=1C(=C(C#N)C=CC1)OCC=1C=NC=CC1 2-(2-Bromo-4-(trifluoromethyl)phenyl)-1-hydroxyethyl-2-(pyridin-3-ylmethoxy)benzonitrile